N-(3-[4-(5-fluoropyrazin-2-yl)phenyl]propyl)-2-(furan-3-yl)-6-methylthieno[2,3-d]pyrimidin-4-amine FC=1N=CC(=NC1)C1=CC=C(C=C1)CCCNC=1C2=C(N=C(N1)C1=COC=C1)SC(=C2)C